4-Chloro-3-((triisopropylsilyl)ethynyl)pyridin-2-amine ClC1=C(C(=NC=C1)N)C#C[Si](C(C)C)(C(C)C)C(C)C